(+/-)-trans-3-((2-(2-chloro-5H-pyrrolo[2,3-b]pyrazin-7-yl)-6-(furan-3-yl)pyrimidin-4-yl)amino)bicyclo[2.2.2]octane-2-carboxylic acid ClC=1N=C2C(=NC1)NC=C2C2=NC(=CC(=N2)NC2C(C1CCC2CC1)C(=O)O)C1=COC=C1